NC=1C(=NC(=C(C1)F)OCCC1=CC(=CC=C1)Cl)NC(C)=O N-(3-amino-6-(3-chlorophenylethoxy)-5-fluoropyridin-2-yl)acetamide